N=1C=C(N2C1CNCC2)C=2C=C1C=C(N=CC1=CC2)NC(=O)[C@H]2CNCCC2 (R)-N-(6-(5,6,7,8-tetrahydroimidazo[1,2-a]pyrazin-3-yl)isoquinolin-3-yl)piperidine-3-carboxamide